3-(5-(((1R,2R)-2-(3-ethoxyazetidin-1-yl)cyclohexyl)(methyl)amino)-1-oxoisoindolin-2-yl)piperidine-2,6-dione C(C)OC1CN(C1)[C@H]1[C@@H](CCCC1)N(C=1C=C2CN(C(C2=CC1)=O)C1C(NC(CC1)=O)=O)C